C1(CCC1)N1C(=NC2=C1C=C(C=C2)C(C)(C)O)NC(C[C@H]2OC(CCC2)(C)C)=O (S)-N-(1-cyclobutyl-6-(2-hydroxypropan-2-yl)-1H-benzo[d]imidazol-2-yl)-2-(6,6-dimethyltetrahydro-2H-pyran-2-yl)acetamide